4-(1-(2-methoxyethyl)-2-oxo-5-phenyl-1,2-dihydropyridin-4-yl)-6-methyl-1-tosyl-2-(1-(trifluoromethyl)-1H-pyrazol-4-yl)-1,6-dihydro-7H-pyrrolo[2,3-c]pyridin-7-one COCCN1C(C=C(C(=C1)C1=CC=CC=C1)C=1C2=C(C(N(C1)C)=O)N(C(=C2)C=2C=NN(C2)C(F)(F)F)S(=O)(=O)C2=CC=C(C)C=C2)=O